CN(CCCC(=O)OC(CCCCCCCC\C=C/C\C=C/CCCCC)CCCCCCCC\C=C/C\C=C/CCCCC)C [(6Z,9Z,28Z,31Z)-heptatriaconta-6,9,28,31-tetraen-19-yl] 4-(dimethylamino)butanoate